C12CNCC(N1C1=NC=C(C(=N1)NC=1C(=C3C=NNC3=CC1)C)Cl)C2 N-(2-(3,6-diazabicyclo[3.1.1]hept-6-yl)-5-chloropyrimidin-4-yl)-4-methyl-1H-indazol-5-amine